ClC1=CC=C2C(=N1)SC(=N2)N2CCC1(CC(=C1)C=1C(=NOC1C1CC1)C1=C(C=NC=C1Cl)Cl)CC2 (7-(5-Chlorothiazolo[5,4-b]pyridin-2-yl)-7-azaspiro[3.5]non-1-en-2-yl)-5-cyclopropyl-3-(3,5-dichloropyridin-4-yl)isoxazole